[N+](=O)([O-])C=1C=C(C=CC1NC1CN(C1)C1COC1)S(=O)(=O)NC(C1=C(C=CC=C1)OC=1C=C2C(=NC1)NC=C2)=O N-[(3-nitro-4-{[1-(oxetan-3-yl)azetidin-3-yl]amino}phenyl)sulfonyl]-2-(1H-pyrrolo[2,3-b]pyridin-5-yloxy)benzamide